rac-(R)-6-cyano-7-(2-(((3-fluoropyridin-2-yl)oxy)methyl)pyrrolidin-1-yl)-1-(1-methyl-1H-pyrazol-4-yl)-4-oxo-1,4-dihydro-1,8-naphthyridine-3-carboxylic acid C(#N)C=1C=C2C(C(=CN(C2=NC1N1[C@H](CCC1)COC1=NC=CC=C1F)C=1C=NN(C1)C)C(=O)O)=O |r|